FC(C)(F)C=1C=C(C=CC1)C1(C(=NN(C1=O)C1=C(C=C(C=C1)OC)F)C)C(=O)N (3-(1,1-difluoroethyl)phenyl)-1-(2-fluoro-4-methoxyphenyl)-3-methyl-5-oxo-4,5-dihydro-1H-pyrazole-4-carboxamide